methyl 2,5-dihydroxyterephthalate OC1=C(C(=O)OC)C=C(C(=C1)C(=O)[O-])O